CNC(=O)C=1N=CNC1NC n-methyl-5-(methylamino)-1H-imidazole-4-carboxamide